FC1=CC=C(C=N1)C=1C(=C(C=CC1)C#N)N1CCC(CC1)C=1N=NN(C1)C 3-(6-Fluoropyridin-3-yl)-2-[4-(1-methyl-1H-1,2,3-triazol-4-yl)piperidin-1-yl]-benzene-1-carbonitrile